(5-bromo-2-(methoxy(methyl)carbamoyl)-2,3-dihydro-1H-inden-2-yl)carbamic acid tert-butyl ester C(C)(C)(C)OC(NC1(CC2=CC=C(C=C2C1)Br)C(N(C)OC)=O)=O